(9H-fluoren-9-yl)methyl (3S,4R)-3-fluoro-4-{[(4-fluorophenyl)methyl]amino}piperidine-1-carboxylate F[C@H]1CN(CC[C@H]1NCC1=CC=C(C=C1)F)C(=O)OCC1C2=CC=CC=C2C=2C=CC=CC12